ClC=1C=C(C=CC1N1N=C(N=C1)C)NC(=O)C=1C=NN(C1C(F)(F)F)C=1C=CC=C2C=CN=CC12 N-(3-chloro-4-(3-methyl-1H-1,2,4-triazol-1-yl)phenyl)-1-(isoquinolin-8-yl)-5-(trifluoromethyl)-1H-pyrazole-4-carboxamide